4-(4-cyano-2-methylphenoxy)-N-(3-(S-methylsulfonimidoyl)phenyl)-6-(trifluoromethyl)pyridazine-3-carboxamide C(#N)C1=CC(=C(OC2=C(N=NC(=C2)C(F)(F)F)C(=O)NC2=CC(=CC=C2)S(=O)(=N)C)C=C1)C